((3-bromo-5-(2-methyl-1H-imidazol-5-yl)-7-(4,4,4-trifluorobutoxy)benzo[b]thiophen-2-yl)difluoromethyl)phosphonic acid BrC=1C2=C(SC1C(F)(F)P(O)(O)=O)C(=CC(=C2)C2=CN=C(N2)C)OCCCC(F)(F)F